(7E,9Z)-dodecenoic acid C(C=CCCCCCCCCC)(=O)O